ClC=1C=C2CN(CC2=CC1C(F)(F)F)C([C@H](C[C@]1(C(NC(N1)=O)=O)C1CC1)CO)=O (R)-5-((R)-3-(5-chloro-6-(trifluoromethyl)isoindolin-2-yl)-2-(hydroxymethyl)-3-oxopropyl)-5-cyclopropylimidazolidine-2,4-dione